ClC1=CC(=C(C=C1)[C@@]1(OC2=C(O1)C=CC=C2C2CCN(CC2)CC=2N(C(=C(N2)C)C=2C=NC=C(C(=O)O)C2)C[C@H]2OCC2)C)F 5-(2-((4-((S)-2-(4-chloro-2-fluorophenyl)-2-methylbenzo[d][1,3]dioxol-4-yl)piperidin-1-yl)methyl)-4-methyl-1-(((S)-oxetan-2-yl)methyl)-1H-imidazol-5-yl)nicotinic acid